[N-](S(=O)(=O)C(F)(F)F)S(=O)(=O)C(F)(F)F.C[N+]1=CNC=C1 3-methylimidazolium bis(trifluoromethylsulfonyl)imide